N-[4-chloro-2-(3-pyridinyl)thiazol-5-yl]-N-methyl-3-methylsulfanyl-propionamide tert-butyl-5-((4-acetamidophenyl)carbamoyl)-6-amino-5',6'-dihydro-[3,4'-bipyridine]-1'(2'H)-carboxylate C(C)(C)(C)OC(=O)N1CC=C(CC1)C=1C=NC(=C(C1)C(NC1=CC=C(C=C1)NC(C)=O)=O)N.ClC=1N=C(SC1N(C(CCSC)=O)C)C=1C=NC=CC1